FC=1C=C(C=CC1)C1=C(OC2=CC=CC=C2C1=O)[C@@H](CC)NC1=C2N=C(NC2=NC=N1)O (R)-3-(3-fluorophenyl)-2-(1-((8-hydroxy-9H-purin-6-yl)amino)propyl)-4H-chromen-4-one